C1=C(C=CC2=CC=CC=C12)N(C1=CC=C(C=C1)B(O)O)C1=CC=CC=C1 4-(2-naphthyl-(phenyl)amino)phenylboronic acid